NC(CCNC=1C=CC(=NC1)N1N=C(C(=C1)C1=CN=C(N1C)C(=O)NC1=CC(=C(C=C1)C(=O)N1CCN(CC1)C(=O)C1CCNCC1)Cl)C(F)(F)F)=O 5-[1-[5-[(3-amino-3-oxo-propyl)amino]-2-pyridyl]-3-(trifluoromethyl)pyrazol-4-yl]-N-[3-chloro-4-[4-(piperidine-4-carbonyl)piperazine-1-carbonyl]phenyl]-1-methyl-imidazole-2-carboxamide